S(=O)(=O)(OC)OCC(F)F methyl (2,2-difluoroethyl) Sulfate